2-((6-(2,2'-dichloro-3'-(5-formyl-6-methoxypyridin-2-yl)-[1,1'-biphenyl]-3-yl)-3-formylpyridin-2-yl)oxy)acetonitrile ClC1=C(C=CC=C1C1=CC=C(C(=N1)OCC#N)C=O)C1=C(C(=CC=C1)C1=NC(=C(C=C1)C=O)OC)Cl